[N+](#[C-])C=1C=NC=CC1 3-isocyanopyridine